C[C@H](CC[C@H](C)O)O meso-2,5-hexanediol